ClC1=NC=C(C(=N1)OC1=NC=2C=CC3=C(C2N=C1)C1=C(S3)C(N[C@@H](CN1)C)=O)CN1C(CS(CC1)(=O)=O)=O (R)-3-((2-chloro-5-((1,1-dioxido-3-oxothiomorpholino)methyl)pyrimidin-4-yl)oxy)-10-methyl-9,10,11,12-tetrahydro-8H-[1,4]diazepino[5',6':4,5]thieno[3,2-f]quinoxalin-8-one